C(C)(C)N1C(=NN=C1)C1=CC=CC(=N1)NC(=O)C=1NC(=CC1)C=1C=C(C=CC1)C N-(6-(4-isopropyl-4H-1,2,4-triazol-3-yl)pyridin-2-yl)-5-m-tolyl-1H-pyrrole-2-carboxamide